NC1=CC=C(C=C1)[C@@H]1C([C@H]1C(=O)NC=1C=CC(=C(C(=O)NC2=CC=C(C=C2)F)C1)Cl)(Cl)Cl 5-(trans-3-(4-aminophenyl)-2,2-dichlorocyclopropane-1-carboxamido)-2-chloro-N-(4-fluorophenyl)benzamide